C12=C(C=CC=C1)SS2(=O)=O phenylen-thiosulfon